D-xylopentose O=C[C@H](O)[C@@H](O)[C@H](O)CO